tert-Butyl (1R,4R)-5-[6-bromo-5-chloro-9-(cyanomethyl)-3-ethylsulfanyl-7,9-dihydrofuro[3,4-f]quinazolin-1-yl]-2,5-diazabicyclo[2.2.1]heptane-2-carboxylate BrC=1C2=C(C=3C(=NC(=NC3C1Cl)SCC)N1[C@H]3CN([C@@H](C1)C3)C(=O)OC(C)(C)C)C(OC2)CC#N